5-(4,4,5,5-tetramethyl-1,3,2-dioxaborolan-2-yl)-3,3a,4,6a-tetrahydrocyclopenta[c]Pyrrole-2(1H)-carboxylic acid tert-butyl ester C(C)(C)(C)OC(=O)N1CC2C(C1)CC(=C2)B2OC(C(O2)(C)C)(C)C